(R)-2-methyl-3-(1-((4-methyl-7-(piperazin-1-yl)phthalazin-1-yl)amino)ethyl)benzonitrile Formate salt C(=O)O.CC1=C(C#N)C=CC=C1[C@@H](C)NC1=NN=C(C2=CC=C(C=C12)N1CCNCC1)C